1-bromo-2,3,5,6-tetrafluoro-4-(perfluorocyclopropyl)benzene BrC1=C(C(=C(C(=C1F)F)C1(C(C1(F)F)(F)F)F)F)F